BrC1=C(C(=C(C2=C(C(=C(C(=C12)[2H])[2H])[2H])[2H])[2H])[2H])[2H] 1-Bromonaphthalene-2,3,4,5,6,7,8-d7